Cl.BrC=1C=C(SC1)[C@@H](C)N (R)-1-(4-bromothiophen-2-yl)ethan-1-amine hydrochloride